FC(C(=O)O)(F)F.N[C@@H]1CC[C@H](CC1)NC(COC1=CC(=C(C=C1)Cl)F)=O trans-N-(4-aminocyclohexyl)-2-(4-chloro-3-fluorophenoxy)acetamide trifluoroacetate salt